BrC=1N=CC(=NC1)C1(CCC1)C#N 1-(5-bromopyrazin-2-yl)cyclobutanecarbonitrile